(S)-6-chloro-2-((1-(pyrrolidin-1-yl)propan-2-yl)thio)-1,4-dihydroquinazoline ClC=1C=C2CN=C(NC2=CC1)S[C@H](CN1CCCC1)C